N-(2-((tert-butyldimethylsilyl)oxy)ethyl)-7-chloro-8-fluoro-5-isopropoxy-2-(methylsulfinyl)pyrido[4,3-d]pyrimidin-4-amine [Si](C)(C)(C(C)(C)C)OCCNC=1C2=C(N=C(N1)S(=O)C)C(=C(N=C2OC(C)C)Cl)F